2-(4-acryloyl-3,3-dimethylpiperazin-1-yl)-N-[(2R)-1-phenoxypropan-2-yl]-5H-pyrrolo[2,3-b]pyrazine-7-carboxamide C(C=C)(=O)N1C(CN(CC1)C=1N=C2C(=NC1)NC=C2C(=O)N[C@@H](COC2=CC=CC=C2)C)(C)C